(2S,4R)-4-(methylamino)pentan-2-ol hydrochloride Cl.CN[C@@H](C[C@H](C)O)C